C(C(C)(C)C)(=O)OCC=1[C@@H]2C([C@H]([C@H](C1)C1=C(C=C(C=C1O)C(C)([C@H](CCCCC)C1=CC=CC=C1)C)O)C2)(C)C ((1S,4S,5S)-4-(2,6-dihydroxy-4-((R)-2-methyl-3-phenyloctan-2-yl)phenyl)-6,6-dimethylbicyclo[3.1.1]hept-2-en-2-yl)methyl pivalate